N-(4-ethynylphenylcarbonyl)-L-proline C(#C)C1=CC=C(C=C1)C(=O)N1[C@@H](CCC1)C(=O)O